3-(5-methyl-1,3-thiazol-2-yl)-5-[(3R)-tetrahydro-furan-3-ylmethoxy]-N-{(1R)-1-[6-(trifluoromethyl)pyridazin-3-yl]ethyl}benzamide CC1=CN=C(S1)C=1C=C(C(=O)N[C@H](C)C=2N=NC(=CC2)C(F)(F)F)C=C(C1)OC[C@H]1COCC1